(R)-6-fluoro-2-(oxapropan-2-ylmethyl)-1,2,3,4-tetrahydroisoquinoline FC=1C=C2CCN(CC2=CC1)C[C@H](O)C